1-(5-(4-amino-6-bromopyridazine-3-carbonyl)-2-(4-cyclopropyl-2-hydroxyphenyl)-2,3,4,5,5a,6,8,9-octahydro-7H-1,2,5,7-tetraazabenzo[cd]azulen-7-yl)prop-2-en-1-one NC1=C(N=NC(=C1)Br)C(=O)N1CCC=2N(N=C3CCN(CC1C23)C(C=C)=O)C2=C(C=C(C=C2)C2CC2)O